isopropyl 4-(3-(3-fluoro-4-(2-oxo-2-(4-((2S,3R,4R,5R)-2,3,4,5,6-pentahydroxyhexyl)piperazin-1-yl)ethyl)phenoxy)propyl)piperidine-1-carboxylate FC=1C=C(OCCCC2CCN(CC2)C(=O)OC(C)C)C=CC1CC(N1CCN(CC1)C[C@@H]([C@H]([C@@H]([C@@H](CO)O)O)O)O)=O